cyclobutyl-2-(3-(5-fluoropyridin-2-yl)-5-(hydroxymethyl)-1H-pyrazol-1-yl)ethanone C1(CCC1)C(CN1N=C(C=C1CO)C1=NC=C(C=C1)F)=O